O=C1N(C(C2=CC=CC=C12)=O)[C@](C(=O)O)(CC1=CC=C(C=C1)C(=O)OC)C (S)-2-(1,3-dioxoisoindolin-2-yl)-3-(4-(methoxycarbonyl)phenyl)-2-methylpropanoic acid